(2-methoxy-4-pyrimidin-5-yl-phenyl)-5-methyl-3-phenyl-isoxazole-4-carboxamide COC1=C(C=CC(=C1)C=1C=NC=NC1)NC(=O)C=1C(=NOC1C)C1=CC=CC=C1